ClC=1C(=CN(C(C1)=O)CC1(CCN(CC1)C(C[C@@H](C)C1=CC=CC=C1)=O)O)C(=O)N(C)C(C)C (R)-4-chloro-1-((4-hydroxy-1-(3-phenylbutyryl)piperidin-4-yl)methyl)-N-isopropyl-N-methyl-6-oxo-1,6-dihydropyridine-3-carboxamide